(3S,4R)-4-{[5-chloro-7-(3-fluoro-3-methylbutan-2-yl)-6-iodopyrrolo[2,1-f][1,2,4]triazin-2-yl]amino}oxan-3-yl acetate C(C)(=O)O[C@@H]1COCC[C@H]1NC1=NN2C(C=N1)=C(C(=C2C(C)C(C)(C)F)I)Cl